The molecule is a hexadecenoyl-CoA that results from the formal condensation of the thiol group of coenzyme A with the carboxy group of (6Z)-hexadecenoic acid. It is a hexadecenoyl-CoA, a sapienoyl bioconjugate and an 11,12-saturated fatty acyl-CoA. It derives from a sapienic acid. It is a conjugate acid of a (6Z)-hexadecenoyl-CoA(4-). CCCCCCCCC/C=C\\CCCCC(=O)SCCNC(=O)CCNC(=O)[C@@H](C(C)(C)COP(=O)(O)OP(=O)(O)OC[C@@H]1[C@H]([C@H]([C@@H](O1)N2C=NC3=C(N=CN=C32)N)O)OP(=O)(O)O)O